COC(C(CCN1C(N(C2=C1C=C(C=C2)NC2=C(C(=NC=C2)Cl)C#N)C)=O)O)=O 4-[6-[(2-chloro-3-cyano-4-pyridinyl)amino]-3-methyl-2-oxo-benzoimidazol-1-yl]-2-hydroxy-butanoic acid methyl ester